3-acetoxy-4-iodobenzoate C(C)(=O)OC=1C=C(C(=O)[O-])C=CC1I